CC=1C=C(C=CC1C)S(=O)(=O)N1C[C@]2(CC3=C(C=C2CC1)N(N=C3)C3=CC=C(C=C3)F)C(=O)C3=NC=CC=C3 (R)-(6-((3,4-dimethylphenyl)sulfonyl)-1-(4-fluorophenyl)-4,4a,5,6,7,8-hexahydro-1H-pyrazolo[3,4-g]isoquinolin-4a-yl)(pyridin-2-yl)methanone